BrC1=NC=CC(=C1C#N)NC1=CC2=C(N(C(N2CCC(C)(C)O)=O)C)C=C1 2-bromo-4-[[3-(3-hydroxy-3-methyl-butyl)-1-methyl-2-oxo-benzimidazol-5-yl]amino]pyridine-3-carbonitrile